COC(CN1C(=NC=C(C1=O)NC(=O)C=1SC(=CC1)C1=CC=CC=C1)SC)=O.C(CCC)N1C(OCC1)C(CCCC)CC 3-butyl-2-(1-ethylpentyl)oxazolidine Methyl-2-(2-(methylthio)-6-oxo-5-(5-phenylthiophene-2-carboxamido)pyrimidin-1(6H)-yl)acetate